(R)-3-(4-bromo-2-fluorophenoxy)-6-methyl-2-(4-(methylsulfinyl)phenyl)-4H-pyran-4-one BrC1=CC(=C(OC2=C(OC(=CC2=O)C)C2=CC=C(C=C2)[S@](=O)C)C=C1)F